4'-fluoro-N-[3-(4-methyl-4H-1,2,4-triazol-3-yl)propyl]-[1,1'-biphenyl]-2-amine FC1=CC=C(C=C1)C=1C(=CC=CC1)NCCCC1=NN=CN1C